C(C)(C)(C)C=1C=CC=2N(C3=CC=C(C=C3C2C1)C(C)(C)C)C=1C(=C(C(=C(C1N1C2=CC=C(C=C2C=2C=C(C=CC12)C(C)(C)C)C(C)(C)C)N1C2=CC=C(C=C2C=2C=C(C=CC12)C(C)(C)C)C(C)(C)C)N1C2=CC=C(C=C2C=2C=C(C=CC12)C(C)(C)C)C(C)(C)C)C#N)C#N 3,4,5,6-tetrakis(3,6-di-t-Butylcarbazol-9-yl)-1,2-dicyanobenzene